1,1,3,3-tetramethyl-guanidinium hexafluorophosphate F[P-](F)(F)(F)(F)F.CN(C(=[NH2+])N(C)C)C